1-propyl-2,4,5-trimethyl-3-ethylimidazole tetracyanoborate C(#N)[B-](C#N)(C#N)C#N.C(CC)N1C(N(C(=C1C)C)CC)C